C(C)OC1=CC=C(C=N1)C=1C=NC(=CC1N1C[C@H](CCC1)O)NC1=NC(=NC=C1)C1=C(C=CC=C1OC)F (S)-1-(6'-ethoxy-6-((2-(2-fluoro-6-methoxyphenyl)pyrimidin-4-yl)amino)-[3,3'-bipyridin]-4-yl)piperidin-3-ol